2'-aminoadenosine N[C@@]1([C@@H](O[C@@H]([C@H]1O)CO)N1C=NC=2C(N)=NC=NC12)O